FC=1C=NC(=NC1)N[C@@H]1CN(C[C@H]1OCC1=CC=C(C=C1)C(F)(F)F)C(\C=C\C)=O (E)-1-((3R,4R)-3-((5-fluoropyrimidin-2-yl)amino)-4-((4-(trifluoromethyl)benzyl)oxy)pyrrolidin-1-yl)but-2-en-1-one